F[C@H]1[C@H]2CC[C@@H](C[C@@H]1OC1=CC=C(N=N1)C1=C(C=C(C=C1)N1C=NC=C1)O)N2C 2-(6-(((1R,2S,3S,5S)-2-fluoro-8-methyl-8-azabicyclo[3.2.1]octan-3-yl)oxy)pyridazin-3-yl)-5-(1H-imidazol-1-yl)phenol